ClC1=C(C=CC=C1Cl)SC=1C=2N(C(=NC1)N1CCC3(CCCCN3)CC1)C=CN2 9-(8-((2,3-dichlorophenyl)thio)imidazo[1,2-c]pyrimidin-5-yl)-1,9-diazaspiro[5.5]undecane